N,N-diphenylethylamine hydroiodide I.C1(=CC=CC=C1)N(C1=CC=CC=C1)CC